[5-(4-chlorobenzamido)-2-[(4-chlorophenyl)methyl]-3-oxo-1,2,4-thiadiazolidin-4-yl]methyl 2-{[(tert-butoxy)carbonyl]amino}-3-methylpentanoate C(C)(C)(C)OC(=O)NC(C(=O)OCN1C(N(SC1NC(C1=CC=C(C=C1)Cl)=O)CC1=CC=C(C=C1)Cl)=O)C(CC)C